Cl.NC=1C=C(C=CC1)N1N=C(CC1=O)C 1-(3-aminophenyl)-3-methyl-4,5-dihydro-1H-pyrazol-5-one hydrochloride